5-(pyrazin-2-yl)isobenzofuran-1(3H)-one N1=C(C=NC=C1)C=1C=C2COC(C2=CC1)=O